COC1=C(C=O)C=C(C=C1[N+](=O)[O-])[N+](=O)[O-] 2-methoxy-3,5-dinitrobenzaldehyde